2-Amino-5,6-Dihydrobenzothiazol NC=1SC=2C(N1)=CCCC2